C(CC)OC(C(C(=O)OCCC)=CC1=CC=C(C=C1)OCCCC)=O 4-Butoxybenzylidenemalonic acid dipropyl ester